C(C=C)(=O)N[C@@H]1CN(C[C@H](C1)F)C1=C2C(=C(NC2=C(C=C1F)C(=O)N)C)CF 4-((3S,5S)-3-acrylamido-5-fluoropiperidin-1-yl)-5-fluoro-3-(fluoromethyl)-2-methyl-1H-indole-7-carboxamide